C(C)(=O)N(C1=C(C=C(C=C1)C1=CC=C(C=N1)C(=O)NCC=1C=NC=CC1)Cl)C(C)C 6-[4-[acetyl(isopropyl)amino]-3-chloro-phenyl]-N-(3-pyridylmethyl)pyridine-3-carboxamide